tert-butyl (1R,2R,5S)-2-(3-ethoxy-3-oxo-propyl)-3-azabicyclo[3.1.0]hexane-3-carboxylate C(C)OC(CC[C@@H]1[C@@H]2C[C@@H]2CN1C(=O)OC(C)(C)C)=O